ClC1=CC(=NC(=C1)C1=CC(=CC=C1)C1=NOC(=C1)[C@]1(C(N(CC1)C)=O)O)C(=O)OC Methyl (R)-4-chloro-6-(3-(5-(3-hydroxy-1-methyl-2-oxopyrrolidin-3-yl)isoxazol-3-yl)phenyl)picolinate